rac-(1r,2r,3s,4r,5s)-5-hydroxy-N-(3-methoxy-5-(trifluoromethyl)phenyl)-3-(3-(trifluoromethyl)phenyl)-7-oxabicyclo[2.2.1]heptane-2-carboxamide O[C@@H]1[C@H]2[C@@H]([C@H]([C@@H](C1)O2)C(=O)NC2=CC(=CC(=C2)C(F)(F)F)OC)C2=CC(=CC=C2)C(F)(F)F |r|